2-ethylhexyl (isononyl) phthalate C(C=1C(C(=O)OCCCCCCC(C)C)=CC=CC1)(=O)OCC(CCCC)CC